ClC=1C=CC(=C(C1)N1C([C@@H](C2=CC=C(C=C12)C(F)(F)F)F)=O)OC |r| (R/S)-(5-chloro-2-methoxyphenyl)-3-fluoro-6-(trifluoromethyl)-2,3-dihydro-1H-indol-2-one